3-(3-((6-(2,4-difluorophenoxy)pyridin-3-yl)methyl)isoxazol-5-yl)pyridin-2-amine FC1=C(OC2=CC=C(C=N2)CC2=NOC(=C2)C=2C(=NC=CC2)N)C=CC(=C1)F